(S)-(4-(1-aminopropyl)thiazol-2-yl)(1H-pyrrolo[3,2-c]pyridin-3-yl)methanone N[C@@H](CC)C=1N=C(SC1)C(=O)C1=CNC2=C1C=NC=C2